6-methoxy-2,3-dihydro-1H-xanthene-4-formaldehyde COC=1C=C2OC3=C(CCCC3=CC2=CC1)C=O